(3R,5R)-5-(3-((2-((R*)-1-methoxyethyl)pyrazolo[1,5-a]pyrazin-4-yl)amino)-1H-pyrazol-5-yl)tetrahydrofuran-3-yl (1-methylcyclopropyl)carbamate CC1(CC1)NC(O[C@H]1CO[C@H](C1)C1=CC(=NN1)NC=1C=2N(C=CN1)N=C(C2)[C@@H](C)OC)=O |o1:27|